bromo-6-methyltetrahydro-2H-pyran-3-ol BrC1OC(CCC1O)C